C1(=CC(=CC=C1)CCCCCC1(CC1)C(=O)O)CCCCCC1(CC1)C(=O)O 1,1'-(1,3-phenylenebis(pentane-5,1-diyl))bis(cyclopropane-1-carboxylic acid)